(S)-2-((R)-2-(dimethylamino)-4-guanidinobutyramido)-3-(4-hydroxy-2,6-dimethylphenyl)propionic acid CN([C@@H](C(=O)N[C@H](C(=O)O)CC1=C(C=C(C=C1C)O)C)CCNC(=N)N)C